sodium 2-(hex-2-yl)-2-methylpropionate CC(CCCC)C(C(=O)[O-])(C)C.[Na+]